tert-Butyl 3-((2R)-2-((3S,4S)-3,4-bis(tert-butoxycarbonylamino)cyclopentanecarboxamido)-2-(2,9,9-trimethyl-3,5-dioxa-4-bora-tricyclo[6.1.1.02,6]dec-4-yl)ethyl)-2-methoxybenzoate C(C)(C)(C)OC(=O)N[C@H]1CC(C[C@@H]1NC(=O)OC(C)(C)C)C(=O)N[C@@H](CC=1C(=C(C(=O)OC(C)(C)C)C=CC1)OC)B1OC2(C3C(C(CC2O1)C3)(C)C)C